N-methylphenyl-N',N'-dipropylurea CN(C(=O)N(CCC)CCC)C1=CC=CC=C1